3-chloro-6-{[(3ar,5ar,6s,8ar)-4-methoxy-2,2-dimethylhexahydrocyclopenta[2,3]furo[3,4-d][1,3]dioxol-6-yl]methyl}quinolin-2-amine ClC=1C(=NC2=CC=C(C=C2C1)C[C@@H]1CC[C@]23OC(O[C@H]2C(O[C@@H]31)OC)(C)C)N